3-(fluoromethoxy)-N-methylbenzamide FCOC=1C=C(C(=O)NC)C=CC1